CC1=CC=C(C=C1)S(=O)(=O)N/N=C(\CC(=C)C)/C1=CC=C(C=C1)C (E)-4-methyl-N'-(3-methyl-1-(p-tolyl)but-3-en-1-ylidene)benzenesulfonhydrazide